4-amino-5-fluoro-6-(4-chloro-2-fluoro-3-methoxyphenyl)picolinic acid benzyl ester C(C1=CC=CC=C1)OC(C1=NC(=C(C(=C1)N)F)C1=C(C(=C(C=C1)Cl)OC)F)=O